6-chloro-4-[2-[(4-methoxyphenyl)methyl]-4-nitro-pyrazol-3-yl]-2-methyl-pyridin-3-amine ClC1=CC(=C(C(=N1)C)N)C=1N(N=CC1[N+](=O)[O-])CC1=CC=C(C=C1)OC